N1-[2-(dimethylamino)ethyl]-N1-methyl-2-nitro-5-(propane-2-oxy)-N4-(4-(3,3,5,6-tetramethyl-2,3-dihydro-1H-pyrrolo[3,2-b]pyridin-1-yl)pyrimidin-2-yl)benzene-1,4-diamine CN(CCN(C1=C(C=C(C(=C1)OC(C)C)NC1=NC=CC(=N1)N1CC(C2=NC(=C(C=C21)C)C)(C)C)[N+](=O)[O-])C)C